C(C)(CC)C1=CC=C(C=C1)NCC1CCN(CC1)C(=O)OC(C)(C)C tert-butyl 4-(((4-(sec-butyl)phenyl)amino)methyl)piperidine-1-carboxylate